C1(=CC=CC=C1)C1=CC2=C(NC(=N2)NC=2C=C(C(=O)N)C=CC2)C=C1C(F)(F)F 3-((5-phenyl-6-(trifluoromethyl)-1H-benzo[d]imidazol-2-yl)amino)benzamide